(E)-4-((1-butyl-5-carboxy-3,3-dimethyl-3H-indol-1-ium-2-yl)methylene)-2-(((Z)-1-butyl-5-carboxy-3,3-dimethylindolin-2-ylidene) methyl)-3-oxocyclobut-1-en-1-olate C(CCC)[N+]1=C(C(C2=CC(=CC=C12)C(=O)O)(C)C)\C=C/1\C(C(=C1[O-])\C=C\1/N(C2=CC=C(C=C2C1(C)C)C(=O)O)CCCC)=O